C(C)(C)(C)N(C(O)=O)[C@@H]1C[C@@H](CCC1)N.FC1=C(C2=C(C=CC=C2C=C1)B1OC(C(O1)(C)C)(C)C)C#C[Si](C(C)C)(C(C)C)C(C)C 2-[2-fluoro-8-(4,4,5,5-tetramethyl-1,3,2-dioxaborolan-2-yl)-1-naphthyl]ethynyl-triisopropyl-silane tert-butyl-((1S,3R)-3-aminocyclohexyl)carbamate